COC1=C(C=CC(=C1)CCCO)O dihydroConiferyl Alcohol